(S)-2-(2-methylpyridin-3-yl)-N-(1,2,3,4-tetrahydronaphthalen-1-yl)benzo[d]thiazole-6-carboxamide CC1=NC=CC=C1C=1SC2=C(N1)C=CC(=C2)C(=O)N[C@H]2CCCC1=CC=CC=C21